ClC1=CC=C(C(=N1)C(=O)O)N[C@H](C)C=1C=C(C=C2C(N(C(=NC12)C=1C=NC(=CC1C)C)C)=O)C (R)-6-chloro-3-((1-(2-(4,6-dimethylpyridin-3-yl)-3,6-dimethyl-4-oxo-3,4-dihydroquinazolin-8-yl)ethyl)amino)picolinic acid